1-(cyclobutyl-methyl)-8-[(2-methoxy-ethyl)-methyl-amino]-3-[(4-methoxyphenyl)-methyl]-8-phenyl-1,3-diazaspiro[4.5]decan-2-one C1(CCC1)CN1C(N(CC12CCC(CC2)(C2=CC=CC=C2)N(C)CCOC)CC2=CC=C(C=C2)OC)=O